ClC=1C=C(CCNC(=O)C2=C(N=C3OC=CN32)C3=CC2=CC=CC=C2C=C3)C=CC1Cl N-(3,4-dichlorophenethyl)-6-(naphthalen-2-yl)imidazo[2,1-b]oxazole-5-carboxamide